FC=1C=NN2C1N=CC=C2N2C(C[C@@]1(C(N3[C@H](O1)CC[C@H]3C3=CC=CC=C3)=O)CC2)C (4R,5'S,7a'R)-1-(3-fluoropyrazolo[1,5-a]pyrimidin-7-yl)-2-methyl-5'-phenyltetrahydro-3'H-spiro[piperidine-4,2'-pyrrolo[2,1-b][1,3]oxazol]-3'-one